ClC1=NC=2N=CC=CC2C2=C1NC(N2CC2=CC(=CC=C2)CN2CCCC2)=O 4-chloro-1-(3-(pyrrolidine-1-ylmethyl)benzyl)-1H-imidazo[4,5-c][1,8]Naphthyridin-2(3H)-one